C(C)OC(=O)C1(CCC2(OCC(O2)CC)CC1)COC Ethyl-8-(methoxymethyl)-1,4-dioxaspiro[4.5]decane-8-carboxylic acid ethyl ester